4-{[5-(4,4-dimethyl-2,5-dioxo-1-imidazolidinyl)-2-pyridinyl]oxy}-2-[(1-methylethyl)oxy]benzonitrile CC1(NC(N(C1=O)C=1C=CC(=NC1)OC1=CC(=C(C#N)C=C1)OC(C)C)=O)C